C(C)OC(=O)N1N=C(C=C1)[C@@H]1C[C@@H](CC1)OC(NC(C)(C)C)=O 3-{(1s,3r)-3-[(tert-butylcarbamoyl)oxy]cyclopentyl}-1H-pyrazole-1-carboxylic acid ethyl ester